[5-[3-[2-[(2,6-dimethylcyclohexyl)amino]-1,3-benzothiazol-7-yl]phenyl]-2-furyl]phosphonic acid CC1C(C(CCC1)C)NC=1SC2=C(N1)C=CC=C2C=2C=C(C=CC2)C2=CC=C(O2)P(O)(O)=O